N-[6-(11,12-dibromo-11,12-dihydro-6H-dibenzo[b,f]azocin-5-yl)-6-oxo-hexyl]-2,2,2-trifluoro-acetamide BrC1C(C2=C(N(CC3=C1C=CC=C3)C(CCCCCNC(C(F)(F)F)=O)=O)C=CC=C2)Br